OC1CC(C1)C=1C=CC=C2CC(N(C12)C)=O 7-((1s,3s)-3-hydroxycyclobutyl)-1-methylindolin-2-one